CN1N=CC(=C1C1=C2C(=NC(=C1)N1[C@@H](COCC1)C)C(=NS2)C2=CC(=NN2C2OCCCC2)C)C (3R)-4-(7-(1,4-dimethyl-1H-pyrazol-5-yl)-3-(3-methyl-1-(tetrahydro-2H-pyran-2-yl)-1H-pyrazol-5-yl)isothiazolo[4,5-b]pyridin-5-yl)-3-methylmorpholine